2-Ethyl-Anthrone C(C)C1=CC=2C(C3=CC=CC=C3CC2C=C1)=O